tributyl-n-hexyl-phosphine bromide [Br-].C(CCC)C(CCCCCP)(CCCC)CCCC